(trisphenylsilyl) chromate [Cr](=O)(=O)(O[Si](C1=CC=CC=C1)(C1=CC=CC=C1)C1=CC=CC=C1)[O-]